N-((R)-3-methoxy-1-oxo-1-(((R)-3-phenoxy-1-(4,4,5,5-tetramethyl-1,3,2-dioxaborolan-2-yl)propyl)amino)propan-2-yl)-2-methylnicotinamide COC[C@H](C(N[C@@H](CCOC1=CC=CC=C1)B1OC(C(O1)(C)C)(C)C)=O)NC(C1=C(N=CC=C1)C)=O